methyl 4-((4-(3-(1-(2-ethyl-2-fluorobutyl) piperidin-4-yl) phenyl)-1H-1,2,3-triazol-1-yl) methyl)-3-fluorobenzoate C(C)C(CN1CCC(CC1)C=1C=C(C=CC1)C=1N=NN(C1)CC1=C(C=C(C(=O)OC)C=C1)F)(CC)F